3-cyclopropoxy-1-(1-methoxypropane-2-yl)-4-nitro-1H-pyrazole C1(CC1)OC1=NN(C=C1[N+](=O)[O-])C(COC)C